NCC1(CCC(C=2C=CC=NC12)(C(=O)NCC1=C(C(=CC=C1)C(F)(F)F)Cl)F)O 8-(aminomethyl)-N-(2-chloro-3-(trifluoro-methyl)benzyl)-5-fluoro-8-hydroxy-5,6,7,8-tetrahydro-quinoline-5-carboxamide